FC1CC(N(C1)C=1C=CC=2N(N1)C(=CN2)C(=O)NC2CN(CC2)C(C2=CC(=CC=C2)O)=O)C2=CC(=CC(=C2)SC)F 6-[4-fluoro-2-[3-fluoro-5-(methylsulfanyl)phenyl]pyrrolidin-1-yl]-N-[1-(3-hydroxybenzoyl)pyrrolidin-3-yl]imidazo[1,2-b]pyridazine-3-carboxamide